N,N-bis(3-methoxybenzyl)-4-((2-(2-(3-methoxybenzyloxy)ethoxy)ethoxy)methyl)oxazol-2-amine COC=1C=C(CN(C=2OC=C(N2)COCCOCCOCC2=CC(=CC=C2)OC)CC2=CC(=CC=C2)OC)C=CC1